C(C)(C)(C)OC(=O)N1C(OC[C@@H]1C1=CC(=C(C=C1)Cl)N1N=CN=C1C(F)F)(C)C (S)-4-(4-chloro-3-(5-(difluoromethyl)-1H-1,2,4-triazol-1-yl)phenyl)-2,2-dimethyloxazolidine-3-carboxylic acid tert-butyl ester